P(=O)(OC[C@H]1O[C@@]([C@@H]([C@@H]1O)O)(C#N)C1=CC=C2C(=NC=NN21)N)(OCCCSCCCCCCCCCCCC)O [(2R,3S,4R,5R)-5-(4-Aminopyrrolo[2,1-f][1,2,4]triazin-7-yl)-5-cyano-3,4-dihydroxy-tetrahydrofuran-2-yl]methyl 3-dodecylsulfanylpropyl hydrogen phosphate